C(=O)(OC(C)(C)C)N[C@@H](CC#N)C(=O)O Boc-beta-cyano-L-alanine